(S)-2-PYRROLIDIN-1-YL-PROPIONIC ACID N1(CCCC1)[C@H](C(=O)O)C